4-(1-fluoro-1-((3-fluorophenyl)sulfonyl)ethyl)-N-(1-methyl-1H-pyrazol-4-yl)piperidine-1-carboxamide tert-butyl-3-bromo-7,8-dihydro-4H-pyrazolo[1,5-a][1,4]diazepine-5(6H)-carboxylate C(C)(C)(C)OC(=O)N1CC=2N(CCC1)N=CC2Br.FC(C)(S(=O)(=O)C2=CC(=CC=C2)F)C2CCN(CC2)C(=O)NC=2C=NN(C2)C